C(C)C(C[C@H](N)C(=O)[O-])C(=O)[O-] γ-ethylglutamate